N[C@H](C(=O)[C@@]1(OC1)C)CC(C)C (2S)-2-amino-4-methyl-1-[(2R)-2-methyl-oxiranyl]-1-pentanone